(E)-4-fluoro-2-hydroxy-5-(4-methoxystyryl)benzaldehyde FC1=CC(=C(C=O)C=C1\C=C\C1=CC=C(C=C1)OC)O